FC(CN1[C@@H](C=2NC3=CC=CC=C3C2C[C@H]1C)C=1SC(=CC1C)CC1CN(C1)CCCF)(C)C (1S,3R)-2-(2-Fluoro-2-methylpropyl)-1-(5-((1-(3-fluoropropyl)azetidin-3-yl)methyl)-3-methylthiophen-2-yl)-3-methyl-2,3,4,9-tetrahydro-1H-pyrido[3,4-b]indole